2-bromo-N-methyl-4,5,6,7-tetrahydrobenzofuran-4-amine BrC=1OC2=C(C1)C(CCC2)NC